4-(2-methyl-1-oxo-1,2-dihydro-2,7-naphthyridin-4-yl)-2-(trifluoromethoxy)benzaldehyde CN1C(C2=CN=CC=C2C(=C1)C1=CC(=C(C=O)C=C1)OC(F)(F)F)=O